C(C(C)C1=CC=C(C=C1)O)C1=CC=C(C=C1)O 4,4'-propylenebisphenol